C(C=C)(=O)N1CCN(CC1)C1(CCC(CC1)(F)F)C1=CC=C(C=C1)C(C)(C)NC=1N=CC2=C(N1)N(C(C=C2)=O)C(C)C 2-[(2-{4-[1-(4-acryloylpiperazin-1-yl)-4,4-difluorocyclohexyl]phenyl}propan-2-yl)amino]-8-(propan-2-yl)pyrido[2,3-d]pyrimidin-7(8H)-one